N-(4-((2-(1,1-difluoroethyl)-6-methylpyrimidin-4-yl)amino)-5-(5-((difluoromethoxy)methyl)pyrazin-2-yl)pyridin-2-yl)acetamide FC(C)(F)C1=NC(=CC(=N1)NC1=CC(=NC=C1C1=NC=C(N=C1)COC(F)F)NC(C)=O)C